[Na+].C(C)N(C1=CC(=CC(=C1)OC)OC)CC(CS(=O)(=O)[O-])O.[Na+].C(C)N(C1=CC(=CC(=C1)OC)OC)CC(CS(=O)(=O)[O-])O sodium N-ethyl-N-(2-hydroxy-3-sulfopropyl)-3,5-dimethoxyaniline sodium salt